3-amino-N-(1-methylcyclopropyl)-2,4-dioxo-1-(3,3,3-trifluoropropyl)quinazoline-6-sulfonamide NN1C(N(C2=CC=C(C=C2C1=O)S(=O)(=O)NC1(CC1)C)CCC(F)(F)F)=O